2-(2-((2-(1-(2-amino-2-oxoethyl)-1H-benzo[d]imidazol-2-yl)ethyl)amino)ethyl)-N-((3-fluoropyridin-2-yl)methyl)oxazole-4-carboxamide NC(CN1C(=NC2=C1C=CC=C2)CCNCCC=2OC=C(N2)C(=O)NCC2=NC=CC=C2F)=O